N(=[N+]=[N-])C(C=1N=NN(C1)C1CCN(CC1)C(=O)OC(C)(C)C)C=1N=NN(C1)C1CCN(CC1)C(=O)OC(C)(C)C tert-butyl 4-[4-[azido-[1-(1-tert-butoxycarbonyl-4-piperidyl)triazol-4-yl]methyl]triazol-1-yl]piperidine-1-carboxylate